C(C=C)OC(=O)C1(CCC=2C(=NC(=NC2C1=O)Cl)N1CCN(CC1)C(=O)OC(C)(C)C)CC1=C(C=CC=C1)[N+](=O)[O-] 4-(4-(tert-Butoxycarbonyl)piperazin-1-yl)-2-chloro-7-(2-nitrobenzyl)-8-oxo-5,6,7,8-tetrahydroquinazoline-7-carboxylic acid allyl ester